tributyl-o-acetyl citrate CCCCOC(=O)CC(CC(=O)OCCCC)(C(=O)OCCCC)OC(=O)C